CC1C(CCC(C1)N)N 2-methyl-1,4-cyclohexanediamine